C(C)(=O)OC(COCCCC)C propylene glycol monon-butyl ether acetate